C(C)N(C(CC)C1(CN(C1)C(=O)C1=C(C(=C(C=C1)F)F)NC1=C(C=C(C=C1)I)F)O)CC 3-[1-(diethylamino)propyl]-1-({3,4-difluoro-2-[(2-fluoro-4-iodophenyl)amino]phenyl}carbonyl)azetidin-3-ol